(4-nitrophenyl)-2-methylpropionitrile [N+](=O)([O-])C1=CC=C(C=C1)C(C#N)(C)C